C1[C@H]2[C@@H]([C@@H](S1)CCCCC(=O)NCCCCCC(=O)ON3C(=O)CC(C3=O)S(=O)(=O)O)NC(=O)N2 sulfosuccinimidyl 6-(biotinamido) hexanoate